(R)-N-((S)-1'-(4-amino-5-iodo-6-methylpyrimidin-2-yl)-1,3-dihydrospiro[inden-2,4'-piperidin]-1-yl)-2-methylpropan-2-sulfinamide NC1=NC(=NC(=C1I)C)N1CCC2(CC1)[C@@H](C1=CC=CC=C1C2)N[S@](=O)C(C)(C)C